Cl.FC1(CCN(CC1)C1=CC=C(C=N1)S(=O)(=O)N1CCC(CC1)NC)F 1-((6-(4,4-Difluoropiperidin-1-yl)pyridin-3-yl)sulfonyl)-N-methylpiperidin-4-amine hydrochloride